6-chloro-4-(difluoromethyl)-2-methylpyridazin-3(2H)-one ClC=1C=C(C(N(N1)C)=O)C(F)F